Methyl (Z)-2-(2-(3-bromo-4-chlorophenyl)hydrazono)pentanoate BrC=1C=C(C=CC1Cl)N\N=C(/C(=O)OC)\CCC